FC(C[C@H](C(=O)NC1=NC=CC(=C1)C1=C(C=2C(N(C=CC2N1)C)=O)C1=CC=C(C=C1)F)C1=CC=C(C=C1)F)F (2S)-4,4-difluoro-2-(4-fluorophenyl)-N-{4-[3-(4-fluorophenyl)-5-methyl-4-oxo-4,5-dihydro-1H-pyrrolo[3,2-c]pyridin-2-yl]pyridin-2-yl}butanamide